6-(4-bromo-2-(dimethylamino)-6-fluorobenzyl)-6,7-dihydro-5H-pyrrolo-[3,4-b]pyridin-5-one BrC1=CC(=C(CN2CC3=NC=CC=C3C2=O)C(=C1)F)N(C)C